NC=1N=NC(=CC1/C=C/C1=CC(=NC=C1)OC1CC(C1)OC1CCN(CC1)C(=O)OC(C)(C)C)C1=C(C=CC=C1)OCOC tert-Butyl 4-[3-[[4-[(E)-2-[3-amino-6-[2-(methoxymethoxy)phenyl]pyridazin-4-yl]vinyl]-2-pyridyl]oxy]cyclobutoxy]piperidine-1-carboxylate